ClC1=C(C=CC=C1)CC(=O)NC1=CC(=C(C=C1)C(C)OC=1C=NC(=CC1)F)S(N)(=O)=O 2-(2-chlorophenyl)-N-(4-(1-((6-fluoropyridin-3-yl)oxy)ethyl)-3-sulfamoylphenyl)acetamide